CC1=C(C=C(C=C1)C=1C=CC=2N(N1)C(=NN2)C)NC(=O)N2OCC[C@H]2C2=CC=CC=C2 (S)-N-(2-methyl-5-(3-methyl-[1,2,4]triazolo[4,3-b]pyridazin-6-yl)phenyl)-3-phenylisoxazolidine-2-carboxamide